1-(3-acetyl-6-chloro-2-pyridinyl)-3-methyl-pyrrolidine-3-carbonitrile C(C)(=O)C=1C(=NC(=CC1)Cl)N1CC(CC1)(C#N)C